ClC1=C(C=CC=C1)CN1N=C(C=C1C1=CC(=CC=C1)OC)CO [1-[(2-chlorophenyl)methyl]-5-(3-methoxyphenyl)-1H-pyrazol-3-yl]methanol